C1(=CC=CC=C1)C=1C(=C(C(=C(C1)C1=CC=CC=C1)C1=C(C=CC=2SC3=C(C21)C=CC=C3)C3=CC=CC=C3)C3=NN=NC(=C3C3=CC=CC=C3)C3=CC=CC=C3)C3=CC=CC=C3 diphenyl-(diphenyltriazinyl)(phenyldibenzothiophenyl)biphenyl